C(C)OC(=O)C1=CC(=NN1C1CC1)Br 3-bromo-1-cyclopropyl-1H-pyrazole-5-carboxylic acid ethyl ester